C(C1=CC=CC=C1)(=O)O[Si](C=CC1=CC=CC=C1)(CC)CC (benzoyloxy)diethyl-(styryl)silane